C(C)N(S(=O)(=O)C1=CC=C(C=C1)S(=O)(=O)N1C[C@@H](CCC1)C(=O)N1CC2(C1)CN(CC2)C(=O)OC(C)(C)C)CC tert-butyl (R)-2-(1-((4-(N,N-diethylsulfamoyl)phenyl)sulfonyl) piperidine-3-carbonyl)-2,6-diazaspiro[3.4]octane-6-carboxylate